C(C)OC(=O)C=1C=CC(=C(C1)[C@H]1CN(CC1)C(=O)OC(C)(C)C)C tert-butyl (S)-3-(5-(ethoxycarbonyl)-2-methylphenyl)pyrrolidine-1-carboxylate